(2S,5R)-7-oxo-2-(N-(pyrazin-2-ylsulfonyl) carbamimidoyl)-1,6-diazabicyclo[3.2.1]oct-6-ylsulfate O=C1N([C@@H]2CC[C@H](N1C2)C(NS(=O)(=O)C2=NC=CN=C2)=N)OS(=O)(=O)[O-]